9-(4-chloro-2-fluoro-phenyl)-7-[(2S,4S)-2-(6-keto-1H-pyridin-3-yl)tetrahydropyran-4-yl]-2,3-dimethyl-pyrazino[1,2-a]pyrimidin-4-one ClC1=CC(=C(C=C1)C1=NC(=CN2C1=NC(=C(C2=O)C)C)[C@@H]2C[C@H](OCC2)C2=CNC(C=C2)=O)F